C1(CC1)C=1C=C(C=2N(C1)C=C(N2)CN2C(C1=CC=CC=C1C2=O)=O)N(S(=O)(=O)C)C N-(6-cyclopropyl-2-((1,3-dioxoisoindolin-2-yl)methyl)imidazo[1,2-a]pyridin-8-yl)-N-methylmethanesulfonamide